NC1=NC2=CC(=CC=C2C=C1Cl)O[C@H]1CC[C@]2([C@@H]1O[C@H](C2O)N2C=CC1=C2N=CN=C1N)O (2R,3aS,6S,6aR)-6-((2-amino-3-chloroquinolin-7-yl)oxy)-2-(4-amino-7H-pyrrolo[2,3-d]pyrimidin-7-yl)hexahydro-3aH-cyclopenta[b]furan-3,3a-diol